[Li].[Na].[Cs].[Rb] rubidium cesium sodium lithium